N5-(1-((carboxymethyl)amino)-1-oxo-3-((4-oxo-3-(2-oxo-2-(((S)-1-(4-(trifluoromethoxy)phenyl)ethyl)amino)ethyl)-3,4-dihydrobenzo[d][1,2,3]triazin-5-yl)thio)propan-2-yl)glutamine C(=O)(O)CNC(C(CSC1=CC=CC=2N=NN(C(C21)=O)CC(N[C@@H](C)C2=CC=C(C=C2)OC(F)(F)F)=O)NC(CC[C@H](N)C(=O)O)=O)=O